FCC1NCCOC=2C=CC=C(C3=NNC4=CC=C(OCC1)C=C34)C2 11-(fluoromethyl)-7,14-dioxa-10,19,20-triazatetracyclo[13.5.2.12,6.018,21]tricosa-1(20),2,4,6(23),15,17,21-heptaene